C(C1=CC=CC=C1)OCC(=O)Cl 2-(benzyloxy)acetyl chloride